4-(3-((2-((2-(1-hydroxyethyl)-4-(4-methylpiperazin-1-yl)phenyl)amino)-5-(trifluoromethyl)pyrimidin-4-yl)amino)propyl)-1,4-oxazepan-3-one OC(C)C1=C(C=CC(=C1)N1CCN(CC1)C)NC1=NC=C(C(=N1)NCCCN1C(COCCC1)=O)C(F)(F)F